1-(8-imidazol-1-yl-1,2,3,4-tetrahydroquinolin-6-yl)pentan-1-one N1(C=NC=C1)C=1C=C(C=C2CCCNC12)C(CCCC)=O